FC1=C(C(=CC(=C1)OC)F)N1C(=NC(=C1)C1CCC(CC1)O)NC(C1=CC=C(C=C1)OC(F)F)=O N-(1-(2,6-Difluoro-4-methoxyphenyl)-4-(4-hydroxycyclohexyl)-1H-imidazol-2-yl)-4-(difluoromethoxy)benzamide